C(C)N1CCN(CC2=C1C=C(C=C2)C(=O)N2CCC1(CC(C1)OC)CC2)C[C@H]([C@H]2NCC1=CC=CC=C1C2)O 1-ethyl-4-((R)-2-hydroxyl-2-((S)-1,2,3,4-tetrahydroisoquinolin-3-yl)ethyl)-8-(2-Methoxy-7-azaspiro[3.5]nonane-7-carbonyl)-1,2,3,4-tetrahydro-5H-benzo[e][1,4]diazepine